[Cl].O1CCN(CC1)C1=CC=C(C=C1)NC(CCC1=CC2=CC=CC=C2C=C1)=O N-(4-morpholinophenyl)-3-(naphthalen-2-yl)propanamide chlorine